N1CC(CC1)C(C)(C)O 2-pyrrolidin-3-ylpropan-2-ol